CN1C=NC(=C1C(CNC(OC(C)(C)C)=O)=O)C tert-butyl [2-(1,4-dimethyl-1H-imidazol-5-yl)-2-oxoethyl]carbamate